C(CCCCCCCCCCCCCCC(C)C)(=O)OC(CCCCCCCCCCCCCCC(C)C)=O isostearoyl isostearate